ClC1=C(C=CC=C1)C1C(O1)(C1=C(C=C(C=C1)F)F)CN1N=CN=C1SC#N {[3-(2-chlorophenyl)-2-(2,4-difluorophenyl)oxiran-2-yl]methyl}-1H-1,2,4-triazol-5-yl-thiocyanate